Cl.NC1=C2C(=NC=N1)N(N=C2C2=CC=C(C=C2)OC2=CC=CC=C2)C2CCC(CC2)NC([C@H](C(C)C)NC)=O (S)-N-(4-(4-amino-(4-phenoxyphenyl)-1H-pyrazolo[3,4-d]pyrimidin-1-yl)cyclohexyl)-3-methyl-2-(methylamino)butanamide hydrochloride